[Li+].O=C1N(CCC(N1)=O)CC=1C=NN(C1)CC(=O)[O-] {4-[(2,4-dioxo-1,3-diazinan-1-yl)methyl]pyrazol-1-yl}acetic acid lithium salt